6-(2-hydroxy-5-methoxybenzylamino)-9-β-D-arabinofuranosylpurine OC1=C(CNC2=C3N=CN(C3=NC=N2)[C@H]2[C@@H](O)[C@H](O)[C@H](O2)CO)C=C(C=C1)OC